cobalt margarate C(CCCCCCCCCCCCCCCC)(=O)[O-].[Co+2].C(CCCCCCCCCCCCCCCC)(=O)[O-]